2-({3-[2-(4-chlorophenyl)ethyl]-1,2,4-oxadiazol-5-yl}methyl)-4-methoxy-2,3-dihydropyridazin-3-one ClC1=CC=C(C=C1)CCC1=NOC(=N1)CN1N=CC=C(C1=O)OC